methyl (2S)-3-tert-butoxy-2-{[(trifluoromethyl)sulfonyl]oxy}propanoate C(C)(C)(C)OC[C@@H](C(=O)OC)OS(=O)(=O)C(F)(F)F